3-[4-[(3-methylsulfonyl-1,2,4-triazol-1-yl)methyl]phenyl]-5-(trifluoromethyl)-1,2,4-oxadiazole CS(=O)(=O)C1=NN(C=N1)CC1=CC=C(C=C1)C1=NOC(=N1)C(F)(F)F